S(=O)(=O)(C1=CC=C(C)C=C1)N1C=CC=2C1=NC=C1C2N(C=N1)C12CC(C1)(C2)NC(OC(C)(C)C)=O Tert-butyl (3-(6-tosylimidazo[4,5-d]pyrrolo[2,3-b]pyridin-1(6H)-yl)bicyclo[1.1.1]pentan-1-yl)carbamate